5-fluoro-2-methoxynicotinic acid FC=1C=NC(=C(C(=O)O)C1)OC